(S)-2'-chloro-N-(5-((4,4-difluorotetrahydrofuran-3-yl)oxy)-1,3,4-thiadiazol-2-yl)-5'-methoxy-6-methyl-(4,4'-bipyridine)-3-carboxamide ClC1=NC=C(C(=C1)C1=C(C=NC(=C1)C)C(=O)NC=1SC(=NN1)O[C@H]1COCC1(F)F)OC